di(heptadecan-9-yl)3,3'-(((3R,4S)-1-(2-hydroxyethyl)pyrrolidine-3,4-diyl)bis(oxy))dipropionate CCCCCCCCC(CCCCCCCC)OC(CCO[C@@H]1[C@@H](CN(C1)CCO)OCCC(=O)OC(CCCCCCCC)CCCCCCCC)=O